C(C)C=1C=NC=CC1CNC=1C=C2CCC(NC2=CC1F)=O 6-((3-Ethylpyridin-4-yl)methylamino)-7-fluoro-3,4-dihydroquinolin-2(1H)-one